C(C)(C)(C)OC(NCC#CC=1OC(=CC1)C(NC1=CC=C(C=C1)CNC(=O)OC(C)(C)C)=O)=O (3-{5-[4-(tert-butoxycarbonylamino-methyl)-phenylcarbamoyl]-furan-2-yl}-prop-2-ynyl)-carbamic acid tert-butyl ester